BrC=1C=NC(=C(C(=O)[O-])C1)CBr 5-bromo-2-(bromomethyl)nicotinate